C(CC(=O)N)(=O)[O-] malonamate